FC1(C2CC(CC(C1)N2C(=O)OC(C)(C)C)OC=2N=NC(=CC2)C=2C=C(C(=C1C=NNC21)C=2C=NNC2)F)F tert-butyl 6,6-difluoro-3-({6-[5-fluoro-4-(1H-pyrazol-4-yl)-1H-indazol-7-yl] pyridazin-3-yl} oxy)-8-azabicyclo[3.2.1]octane-8-carboxylate